N-(1-(5-(3-cyano-6-(2-hydroxy-2-methylpropoxy)pyrazolo[1,5-a]pyridin-4-yl)pyridin-2-yl)-4-methylpiperidin-4-yl)-4-ethynylpyridineAmide C(#N)C=1C=NN2C1C(=CC(=C2)OCC(C)(C)O)C=2C=CC(=NC2)N2CCC(CC2)(C)NC(=O)C2=NC=CC(=C2)C#C